C1(=CC=C(C=C1)C1=CC2=C(NC(=N2)SC)C2=CC=CC=C12)C1=CC=CC=C1 5-([1,1'-biphenyl]-4-yl)-2-(methylsulfanyl)-1H-naphtho[1,2-d]imidazole